3-[[2-(2,6-dioxopiperidin-3-yl)-1-oxo-3H-isoindol-5-yl]methyl]-1-[4-[(1E)-1-[[6-(2,5-dioxopyrrol-1-yl)hexanamido]imino]ethyl]phenyl]urea O=C1NC(CCC1N1C(C2=CC=C(C=C2C1)CNC(NC1=CC=C(C=C1)/C(/C)=N/NC(CCCCCN1C(C=CC1=O)=O)=O)=O)=O)=O